COCCOC1=CC=C(C=C1)C1=CC=C(C=C1)C(C)(C)NC(=O)N[C@@]1(CN2CCC1CC2)C (S)-1-(2-(4'-(2-methoxyethoxy)-[1,1'-biphenyl]-4-yl)propan-2-yl)-3-(3-methylquinuclidin-3-yl)urea